2-chloro-N-[2-(2,4-dimethylphenyl)-2,2-difluoro-ethyl]-3-iodo-5-[3-(trifluoromethyl)phenoxy]pyridine-4-carboxamide ClC1=NC=C(C(=C1I)C(=O)NCC(F)(F)C1=C(C=C(C=C1)C)C)OC1=CC(=CC=C1)C(F)(F)F